C(C)(C)N1N=CC(=C1)C1=CC(=NC=N1)N(C(=O)[C@@H]1CC[C@H](CC1)CC(=O)O)CC12CCC(CC1)(CC2)C2=CC(=C(C(=C2)C)OC)C trans-2-(4-((6-(1-Isopropyl-1H-pyrazol-4-yl)pyrimidin-4-yl)((4-(4-methoxy-3,5-dimethylphenyl)bicyclo[2.2.2]octan-1-yl)methyl)carbamoyl)cyclohexyl)acetic acid